ethyl (Z)-4-(benzo[d]oxazol-6-yl)-2-hydroxy-4-oxobut-2-enoate O1C=NC2=C1C=C(C=C2)C(\C=C(\C(=O)OCC)/O)=O